1-(((3S)-1-((3-cyano-1-azetidinyl)sulfonyl)-3-piperidinyl)carbonyl)-N-((1S)-1-(3-fluoro-4-methoxyphenyl)ethyl)-D-prolinamide C(#N)C1CN(C1)S(=O)(=O)N1C[C@H](CCC1)C(=O)N1[C@H](CCC1)C(=O)N[C@@H](C)C1=CC(=C(C=C1)OC)F